4-(3-amino-5-bromo-2-methoxypyridin-4-yl)-2-chloro-5-fluoro-N-(2-(trifluoromethyl)pyridin-4-yl)benzamide NC=1C(=NC=C(C1C1=CC(=C(C(=O)NC2=CC(=NC=C2)C(F)(F)F)C=C1F)Cl)Br)OC